tert-Butyl (3R)-3-{[5-(2-chloro-4-hydroxyphenyl)-1-trityl-1H-indazol-3-yl]carbamoyl}piperidine-1-carboxylate ClC1=C(C=CC(=C1)O)C=1C=C2C(=NN(C2=CC1)C(C1=CC=CC=C1)(C1=CC=CC=C1)C1=CC=CC=C1)NC(=O)[C@H]1CN(CCC1)C(=O)OC(C)(C)C